The molecule is a carbamate ester that is terbutaline in which both of the phenolic hydroxy groups have been protected as the corresponding N,N-dimethylcarbamates. A long acting beta-adrenoceptor agonist used in the treatment of asthma, it is a prodrug for terbutaline. It has a role as a beta-adrenergic agonist, a prodrug, a bronchodilator agent, an anti-asthmatic drug, an EC 3.1.1.7 (acetylcholinesterase) inhibitor, a sympathomimetic agent and a tocolytic agent. It is a carbamate ester and a member of phenylethanolamines. It derives from a terbutaline. CC(C)(C)NCC(C1=CC(=CC(=C1)OC(=O)N(C)C)OC(=O)N(C)C)O